4-(1-(1-acryloylpyrrolidin-3-yl)-5-aminoimidazo[1,5-c]pyrimidin-3-yl)-N-(4-cyanopyridin-2-yl)-3-(trifluoromethyl)benzamide C(C=C)(=O)N1CC(CC1)C=1N=C(N2C(=NC=CC21)N)C2=C(C=C(C(=O)NC1=NC=CC(=C1)C#N)C=C2)C(F)(F)F